6-hexyl-2-naphthylboron C(CCCCC)C=1C=C2C=CC(=CC2=CC1)[B]